7-(hydroxymethyl)-3,4-dihydroisoquinoline-carboxylic acid tert-butyl ester C(C)(C)(C)OC(=O)C1=NCCC2=CC=C(C=C12)CO